N-((4-Isopropyl-2-methyl-1-(pyridin-4-yl)-1H-imidazol-5-yl)carbamoyl)benzenesulfonamide C(C)(C)C=1N=C(N(C1NC(=O)NS(=O)(=O)C1=CC=CC=C1)C1=CC=NC=C1)C